C(C1=CC=CC=C1)N1C[C@H]2CN([C@@H](C[C@H]2C1)C)C(=O)C1=C(C=CC(=C1)F)N1N=CC=N1 ((3aS,6R,7aR)-2-benzyl-6-methyloctahydro-5H-pyrrolo[3,4-c]pyridin-5-yl)(5-fluoro-2-(2H-1,2,3-triazol-2-yl)phenyl)methanone